C(C)(C)(C)[C@]1(N(C[C@@H](C1)F)C(=O)O[C@@H]1CN(CC1)C1=NC(=NC(=C1)C1=CC=C(C=C1)Cl)Cl)C(CC(=O)OCC)=O (S)-1-(2-chloro-6-(4-chlorophenyl)pyrimidin-4-yl)pyrrolidin-3-ol Tert-butyl-(2S,4R)-2-(3-ethoxy-3-oxopropanoyl)-4-fluoropyrrolidine-1-carboxylate